2-([1-[(o-Chlorophenyl)methyl]-5-[m-(dimethylamino)phenyl]-1H-pyrazol-3-yl]methoxy)-2-methylpropionic acid ClC1=C(C=CC=C1)CN1N=C(C=C1C1=CC(=CC=C1)N(C)C)COC(C(=O)O)(C)C